O=C1OCCN1[C@H]1C(=NN(C1)C(=O)N[C@H](C)C=1N=NC(=CC1)OC)C1=CC=C(C=C1)Cl (R)-4-(2-oxooxazolidin-3-yl)-3-(4-chlorophenyl)-N-((R)-1-(6-(methoxy)pyridazin-3-yl)ethyl)-4,5-dihydro-1H-pyrazole-1-carboxamide